(2S,4r)-1-[(2S)-2-(4-cyclopropyl-triazol-1-yl)-3,3-dimethyl-butyryl]-4-hydroxy-N-[(1-methyldiazepan-3-yl)methyl]pyrrolidine-2-carboxamide C1(CC1)C=1N=NN(C1)[C@H](C(=O)N1[C@@H](C[C@H](C1)O)C(=O)NCC1NN(CCCC1)C)C(C)(C)C